5-methylimidazo[1,2-a]pyridine-3-carbonitrile CC1=CC=CC=2N1C(=CN2)C#N